((E)-2-((1R,2S)-2-methyl-2-vinylcyclopropyl)vinyl)benzene C[C@@]1([C@H](C1)/C=C/C1=CC=CC=C1)C=C